CC1(CC=CC=C1)S(=O)(=O)OCCCF 3-fluoropropyl 1-toluenesulfonate